4-(3-bromo-7-methylimidazo[1,2-a]pyridin-2-yl)-3,5-difluorobenzoic acid BrC1=C(N=C2N1C=CC(=C2)C)C2=C(C=C(C(=O)O)C=C2F)F